3-amino-4,6-dihydroxypyrimidine NN1CN=C(C=C1O)O